2-[2-[(Z)-9-Octadecenyloxy]ethoxy]ethanol C(CCCCCCC\C=C/CCCCCCCC)OCCOCCO